3-(5-(((1R,2R)-2-(3-isopropoxyazetidin-1-yl)cyclohexyl)oxy)-1-oxoisoindolin-2-yl)piperidine-2,6-dione C(C)(C)OC1CN(C1)[C@H]1[C@@H](CCCC1)OC=1C=C2CN(C(C2=CC1)=O)C1C(NC(CC1)=O)=O